cobalt 1,2-ethanedisulfonate C(CS(=O)(=O)[O-])S(=O)(=O)[O-].[Co+2]